ClC1=NC=2N(C3=CC=CC=C13)N=C(C2)C(C)(C)C 5-chloro-2-tert-butylpyrazolo[1,5-a]quinazoline